(3-hydroxypropoxy)-2-azaspiro[3.3]Heptane-2-carboxylic acid tert-butyl ester C(C)(C)(C)OC(=O)N1C(C2(C1)CCC2)OCCCO